C(C)(C)(C)OC(=O)C1NC(N(C1)C)=O 1-methyl-2-oxoimidazoline-4-carboxylic acid tert-butyl ester